BrC(F)Br dibromofluoromethane